9-methyl-2-nitro-5,6,8,9,10,11-hexahydro-7H-5,9:7,11-dimethanobenzo[9]annulen-7-amine CC12CC3(CC(C4=C(C(C1)C3)C=C(C=C4)[N+](=O)[O-])C2)N